2-(3-(trifluoromethyl)phenyl)oxazol-5(4H)-one FC(C=1C=C(C=CC1)C=1OC(CN1)=O)(F)F